C1(CC1)CN([C@@H]1C[C@@H]2CN([C@H]1C2)C(=O)C2=C(C(=CC=C2)F)C2=NC=CC=N2)C2=NC=C(N=C2)C(F)(F)F ((1S,4S,6R)-6-((cyclopropylmethyl)(5-(trifluoromethyl)pyrazin-2-yl)amino)-2-azabicyclo[2.2.1]heptan-2-yl)(3-fluoro-2-(pyrimidin-2-yl)phenyl)methanone